(S)-2-((tert-butyloxycarbonyl)amino)-4-methyleneglutaric acid dimethyl ester COC([C@H](CC(C(=O)OC)=C)NC(=O)OC(C)(C)C)=O